C(C)[Si](O[C@H](C([C@H](OCOC)\C=C\C)(C)C)C\C=C/I)(CC)CC (5R,7S)-9,9-diethyl-7-((Z)-3-iodoallyl)-6,6-dimethyl-5-((E)-prop-1-en-1-yl)-2,4,8-trioxa-9-silaundecane